O[C@H](/C=C/C#CC\C=C/C\C=C/CCCCCCCCCCCCCCCC(=O)[O-])C\C=C/CC.[Na+] Natrium (S,17Z,20Z,25E,29Z)-27-hydroxydotriaconta-17,20,25,29-tetraen-23-ynoat